N[C@@H](CCC(=O)NCCO)C(=O)O N-(gamma-glutamyl)ethanolamine